N-[(2-Amino-3-pyridyl)sulfonyl]-6-[6-(2-ethoxyethoxy)-5-methyl-3-pyridyl]-2-[(4S)-2,2,4-trimethylpyrrolidin-1-yl]pyridin-3-carboxamid NC1=NC=CC=C1S(=O)(=O)NC(=O)C=1C(=NC(=CC1)C=1C=NC(=C(C1)C)OCCOCC)N1C(C[C@@H](C1)C)(C)C